1-(N-(5-chlorothiazol-2-yl)-N-(2,4-dimethoxybenzyl)sulfonylamino)-1H-indazole-4-carboxylic acid ClC1=CN=C(S1)N(S(=O)(=O)CC1=C(C=C(C=C1)OC)OC)N1N=CC=2C(=CC=CC12)C(=O)O